C(C)(C)(C)OC(=O)N(CC(CN1C(=NC2=C1C(=CC(=C2)F)C2=CC=CC(=N2)O[C@H]2C[C@H](N(C2)C(=O)OCC2=CC=CC=C2)C(=O)OC)C)OC)C O1-benzyl O2-methyl (2S,4S)-4-[[6-[3-[3-[tert-butoxycarbonyl(methyl)amino]-2-methoxy-propyl]-6-fluoro-2-methyl-benzimidazol-4-yl]-2-pyridyl]oxy]pyrrolidine-1,2-dicarboxylate